1,1'-{[3-(dimethylamino)-propyl]imino}bis-2-propanol CN(CCCN(CC(C)O)CC(C)O)C